N1N=CC=2C1=CN=C(C2)C#CC=2C(=C(N)C=CC2F)F 3-((1H-pyrazolo[3,4-c]pyridin-5-yl)ethynyl)-2,4-difluoroaniline